N-[(1s,4s)-4-{[2-(trifluoromethyl)-1-benzothiophen-4-yl]amino}cyclohexyl]pyrazolo[1,5-a]pyridine-2-carboxamide FC(C=1SC2=C(C1)C(=CC=C2)NC2CCC(CC2)NC(=O)C2=NN1C(C=CC=C1)=C2)(F)F